COC(C1=C(C=C(C(=C1)[N+](=O)[O-])O)Br)=O 2-bromo-4-hydroxy-5-nitrobenzoic acid methyl ester